hydroxy-3a',4'-dihydro-1'H,3'H-spiro[cyclobutane-1,2'-pyrido[2,1-f]pyrrolo[2,1-c][1,2,4]triazine]-8',10'-dione OC1C2(CC3NN4C(C(N31)=O)=CC(C=C4)=O)CCC2